ClC=1C=CC(=NC1)NC(=O)N1[C@H](C[C@@](C1)(C1=CC=CC=C1)O)C(=O)NC1=C(C=CC(=C1)C(CCC1CC1)(C1=CC=NC=C1)NC)F (2r,4s)-N1-(5-chloropyridin-2-yl)-N2-(5-((+)-3-cyclopropyl-1-(methylamino)-1-(pyridin-4-yl)propyl)-2-fluorophenyl)-4-hydroxy-4-phenylpyrrolidine-1,2-dicarboxamide